(S)-N-(2-fluoro-4-iodo-phenyl)-2-[(R)-4-(4-methoxy-phenyl)-2,5-dioxo-imidazolin-1-yl]-3-o-tolyl-propionamide FC1=C(C=CC(=C1)I)NC([C@H](CC1=C(C=CC=C1)C)N1C(N[C@@H](C1=O)C1=CC=C(C=C1)OC)=O)=O